1,2-Bis(dicyclohexylphosphino)benzene C1(CCCCC1)P(C1=C(C=CC=C1)P(C1CCCCC1)C1CCCCC1)C1CCCCC1